N-palmitoyl-phenylalanine amide C(CCCCCCCCCCCCCCC)(=O)NC([C@@H](N)CC1=CC=CC=C1)=O